C(C)(C)C1=C(C=CC(=C1)Br)Br 2-isopropyl-1,4-dibromobenzene